5-methyl-2-(1H-pyrazol-4-yl)quinoxaline CC1=C2N=CC(=NC2=CC=C1)C=1C=NNC1